C(C)(C)(C)P(Cl)C(C)(C)C ditertbutylchlorophosphine